dopamine, magnesium salt [Mg].NCCC1=CC(O)=C(O)C=C1